4-(6-chloro-3-((5-(5-(difluoromethyl)-1,3,4-oxadiazol-2-yl)pyridin-2-yl)methyl)-2-oxo-2,3-dihydro-1H-benzo[d]imidazol-1-yl)piperidine-1-carboxylic acid tert-butyl ester C(C)(C)(C)OC(=O)N1CCC(CC1)N1C(N(C2=C1C=C(C=C2)Cl)CC2=NC=C(C=C2)C=2OC(=NN2)C(F)F)=O